BrC1=C(C=CC=C1)C(CC(C(F)F)=O)=O 1-(2-bromophenyl)-4,4-difluorobutane-1,3-dione